ClC=1C(N(C(=CC1OC([2H])([2H])C1=NC=C(C=C1F)F)C)C1=CC(=NC=C1C)N1N=C(C=C1)C1(CCCC1)O)=O (R)-3-chloro-4-((3,5-difluoroPyridin-2-yl)methoxy-d2)-2'-(3-(1-hydroxycyclopentyl)-1H-pyrazol-1-yl)-5',6-dimethyl-2H-[1,4'-bipyridyl]-2-one